FC(C(=O)N)C(CCCCC)F 2,3-difluorooctanamide